ClC1=C(C(=CC=C1)F)[C@H](C)NC1=CC(=C(C(=O)N[C@H](C)\C=C\S(=O)(=O)C)C=C1)F 4-(((S)-1-(2-Chloro-6-fluorophenyl)ethyl)amino)-2-fluoro-N-((R,E)-4-(methylsulfonyl)but-3-en-2-yl)benzamide